1-(4-chloro-6-fluoro-3-methyl-2-tetrahydropyran-4-yl-8-quinolyl)ethanone ClC1=C(C(=NC2=C(C=C(C=C12)F)C(C)=O)C1CCOCC1)C